FC(C=1N=C2N(C=CC=C2)C1CN1C2=C(CC1=O)SC=C2)(F)F 4-{[2-(trifluoromethyl)imidazo[1,2-a]pyridin-3-yl]methyl}-4,6-dihydro-5H-thieno[3,2-b]pyrrol-5-one